(3s)-l-1-(2,4-difluorophenyl)-3-(methyl(2,2,2-trifluoroethyl)amino)-8-((s)-2-methylpiperazin-1-yl)-10-(trifluoromethyl)-3,4-dihydro-2H,6H-[1,4]thiazepino[2,3,4-ij]quinazolin-6-one FC1=C(C=CC(=C1)F)S1C[C@H](CN2C(N=C(C3=CC(=CC1=C23)C(F)(F)F)N2[C@H](CNCC2)C)=O)N(CC(F)(F)F)C